C[C@@H]1N(CCC(C1)C1=CC2=C(N(C(O2)=O)C)C=C1)C(=O)OC(C)(C)C tert-Butyl (2S)-methyl-4-(3-methyl-2-oxo-1,3-benzoxazol-6-yl)piperidine-1-carboxylate